C(C)(=O)NC1=C(C=CC=C1)OC o-acetamidoanisole